FC(C1=CC=C(C(=O)N2C3=C(OCC2)C(=CN=C3)C3=CC=C(C#N)C=C3)C=C1)(F)F 4-(4-(4-Trifluoromethylbenzoyl)-3,4-dihydro-2H-pyrido[4,3-b][1,4]oxazin-8-yl)benzonitrile